ClC1=CC(=C(OCOCC[Si](C)(C)C)C=C1Cl)F (2-((4,5-dichloro-2-fluorophenoxy)methoxy)ethyl)trimethylsilane